6-amino-2-(3,5-dichloro-4-((3,3-dimethyl-2-oxoindolin-5-yl)oxy)phenyl)-1,2,4-triazine-3,5(2H,4H)-dione NC=1C(NC(N(N1)C1=CC(=C(C(=C1)Cl)OC=1C=C2C(C(NC2=CC1)=O)(C)C)Cl)=O)=O